ClC=1C=C(CN2CCN(CC2)CC2=C(C#N)C=CC(=C2)N(C)CCN(CC)CC)C=CC1F 2-((4-(3-chloro-4-fluorobenzyl)piperazin-1-yl)methyl)-4-((2-(diethylamino)ethyl)(methyl)amino)benzonitrile